CC1CC(CCC1)C(=O)OC (+-)-METHYL 3-METHYL-1-CYCLOHEXANECARBOXYLATE